6-[(4-{[(1S,2R,4R)-4-amino-2-hydroxycyclopentyl](methyl)amino}pyrimidin-5-yl)oxy]-2,3-difluoro-N,N-di(propan-2-yl)benzamide N[C@H]1C[C@H]([C@H](C1)N(C1=NC=NC=C1OC1=CC=C(C(=C1C(=O)N(C(C)C)C(C)C)F)F)C)O